2-methyl-1-(4-(methylthio)phenyl)-2-(N-morpholinyl)propan-1-one CC(C(=O)C1=CC=C(C=C1)SC)(C)N1CCOCC1